C1(CC1)CNC(=O)C=1C=C(C=NC1)C1=CC(=NC=C1)C=1NC(=C(N1)C)C N-(Cyclopropylmethyl)-2'-(4,5-dimethyl-1H-imidazol-2-yl)-3,4'-bipyridin-5-carboxamid